S1C=NC=C1C=O 5-THIAZOLECARBOXALDEHYDE